1-(4-Methyl-1,4-diazepan-1-yl)prop-2-en-1-one CN1CCN(CCC1)C(C=C)=O